9,17-dimethylnonacosane CC(CCCCCCCC)CCCCCCCC(CCCCCCCCCCCC)C